4-O-α-D-glucopyranosyl-D-gluconate [C@H]1([C@H](O)[C@@H](O)[C@H](O)[C@H](O1)CO)O[C@@H]([C@@H]([C@H](C(=O)[O-])O)O)[C@H](O)CO